(3S)-3-(2-(5-(2-(azetidin-1-yl)ethyl)-2-oxo-4-(trifluoromethyl)pyridin-1(2H)-yl)-4-methylpentanamido)-3-(4-fluoro-2',4',5,6'-tetramethyl-[1,1'-biphenyl]-3-yl)propanoic acid N1(CCC1)CCC=1C(=CC(N(C1)C(C(=O)N[C@@H](CC(=O)O)C=1C=C(C=C(C1F)C)C1=C(C=C(C=C1C)C)C)CC(C)C)=O)C(F)(F)F